4-[5-[4-(dimethylamino)piperidin-1-yl]-8-(3-hydroxy-2,3-dihydro-1H-inden-5-yl)imidazo[1,2-c]pyrimidin-7-yl]benzonitrile CN(C1CCN(CC1)C1=NC(=C(C=2N1C=CN2)C=2C=C1C(CCC1=CC2)O)C2=CC=C(C#N)C=C2)C